C(C)NC1=CC=C(N=N1)C=1C=C2CN(C(C2=CC1)=O)N1C(CCCC1=O)=O (5-(6-(ethylamino)pyridazin-3-yl)-1-oxoisoindolin-2-yl)piperidine-2,6-dione